ClC=1N=C(C=2NC=3C=C(C=CC3C2N1)OC)NCC1=CC=C(C=C1)P(OC(C)(C)C)(OC(C)(C)C)=O Di-tert-butyl (4-(((2-chloro-7-methoxy-5H-pyrimido[5,4-b]indol-4-yl)amino)methyl)phenyl)phosphonate